6-azido-N-((S)-1-((S)-1-(4-(chloromethyl)phenylamino)-1-oxoprop-2-ylamino)-3-methyl-1-oxobut-2-yl)hexanamide N(=[N+]=[N-])CCCCCC(=O)N[C@H](C(=O)N[C@H](C(=O)NC1=CC=C(C=C1)CCl)C)C(C)C